COC1=CC=C(CNC2=NC=3N(C(=C2)NC2=CC(=CC=C2)[N+](=O)[O-])N=CC3)C=C1 N5-(4-methoxybenzyl)-N7-(3-nitrophenyl)pyrazolo[1,5-a]pyrimidine-5,7-diamine